4-(but-2-ynoyl)-1-(5-methylthiophen-2-yl)piperazin-2-one C(C#CC)(=O)N1CC(N(CC1)C=1SC(=CC1)C)=O